C(CCCCC)C(C(=O)O)CCCCCC 2-hexylcaprylic acid